tris[2-((2-aminoethyl)amino)ethoxy]Titanium (IV) ethoxide [O-]CC.NCCNCCO[Ti+](OCCNCCN)OCCNCCN